C(C)N1C(N=CC2=C(C=CC=C12)F)=O 1-ethyl-5-fluoro-quinazolin-2-one